azelaic acid mono-tert-butyl ester C(C)(C)(C)OC(CCCCCCCC(=O)O)=O